CC1(COCCC1=O)C.[O].[Li] Lithium Oxygen 3,3-dimethyldihydro-2H-pyran-4(3H)-one